[(thiophen-2-yl)methyl]benzamide S1C(=CC=C1)CC1=C(C(=O)N)C=CC=C1